ClC1=CC=C(COC2=NC=C(C(=N2)O)C=2NC=C(C2)C(F)(F)F)C=C1 2-((4-chlorobenzyl)oxy)-5-(4-(trifluoromethyl)-1H-pyrrol-2-yl)pyrimidin-4-ol